2-[(4S)-4-amino-2-[tert-butyl-(dimethyl)silyl]oxy-pentyl]-6-bromo-7-fluoro-isoquinolin-1-one N[C@H](CC(CN1C(C2=CC(=C(C=C2C=C1)Br)F)=O)O[Si](C)(C)C(C)(C)C)C